(R or S)-4-((4-fluorophenyl)(p-tolyl)methyl)piperidine methyl-3-bromo-2-(3,4-difluoro-2-methyl-phenoxy)-5-(trifluoromethyl)pyridine-4-carboxylate COC(=O)C1=C(C(=NC=C1C(F)(F)F)OC1=C(C(=C(C=C1)F)F)C)Br.FC1=CC=C(C=C1)[C@H](C1CCNCC1)C1=CC=C(C=C1)C |o1:32|